C(C)(=O)O[C@@H]1[C@H](N(C[C@H]1N1CCN(CCN(CCN(CC1)CC(OC)=O)CC(OC)=O)CC(=O)OC)C(=O)OCC1=CC=CC=C1)C(=O)OCC1=CC=CC=C1 dibenzyl (2S,3S,4R)-3-acetoxy-4-(4,7,10-tris(2-methoxy-2-oxoethyl)-1,4,7,10-tetraazacyclododecan-1-yl)pyrrolidine-1,2-dicarboxylate